(4-methoxy-7-piperidin-4-yl-thiazolo[4,5-c]pyridin-2-yl)-amid COC1=NC=C(C2=C1N=C(S2)[NH-])C2CCNCC2